N-(5-(tert-butyl)-[1,1'-biphenyl]-2-yl)-9,9-dimethyl-9H-fluoren-3-amine C(C)(C)(C)C=1C=CC(=C(C1)C1=CC=CC=C1)NC=1C=CC=2C(C3=CC=CC=C3C2C1)(C)C